COCCOC1=CC=C(C=C1)C1=C2C=C(N=CC2=C(N=C1)NC)NC(=O)C1CC1 N-(5-(4-(2-methoxyethoxy)phenyl)-8-(methylamino)-2,7-naphthyridin-3-yl)cyclopropanecarboxamide